FC1=C(C=CC=C1C(F)(F)F)CC(=O)NC=1C=NC(=C(C1)F)N1C=NC(=C1)[C@@H]1NCCC1 |o1:27| (R or S)-2-(2-fluoro-3-(trifluoromethyl)phenyl)-N-(5-fluoro-6-(4-(pyrrolidin-2-yl)-1H-imidazol-1-yl)pyridin-3-yl)acetamide